(S)-7-((4-acetyl-5-amino-6-oxopyrimidin-1(6H)-yl)methyl)-4-(cyclopropylethynyl)-4-(trifluoromethyl)-3,4-dihydroquinazolin-2(1H)-one C(C)(=O)C=1N=CN(C(C1N)=O)CC1=CC=C2[C@](NC(NC2=C1)=O)(C(F)(F)F)C#CC1CC1